N-[4-(Chlorodifluoromethoxy)phenyl]-1-{2H,3H-furo[2,3-b]pyridin-5-yl}-6-oxo-1,6-dihydropyridine-3-carboxamide ClC(OC1=CC=C(C=C1)NC(=O)C1=CN(C(C=C1)=O)C=1C=C2C(=NC1)OCC2)(F)F